4-di-tert-butylphosphoryl-N,N-dimethylaniline C(C)(C)(C)P(=O)(C(C)(C)C)C1=CC=C(N(C)C)C=C1